C(#N)C1=CC(=C(C=C1)C1C(=C(NC2=C(C=NC(=C12)OCC)C)C)C(=O)OCC1=CC=C(C=C1)C)OC 4-methylbenzyl 4-(4-cyano-2-methoxyphenyl)-5-ethoxy-2,8-dimethyl-1,4-dihydro-1,6-naphthyridine-3-carboxylate